N-Hexadecyl-pyridinium Prop-2-yn-1-yl-(2S)-2-{3-[(5-tert-butylpyridin-2-yl)oxy]phenoxy}propanoat C(C#C)OC([C@H](C)OC1=CC(=CC=C1)OC1=NC=C(C=C1)C(C)(C)C)=O.C(CCCCCCCCCCCCCCC)[N+]1=CC=CC=C1